(S)-4-(2,2-difluoro-7-((5-methoxy-7-methyl-1H-indol-4-yl)methyl-d2)-7-azaspiro[3.5]nonan-6-yl)-3-((methyl-d3)amino)benzoic acid FC1(CC2(C1)C[C@H](N(CC2)C([2H])([2H])C2=C1C=CNC1=C(C=C2OC)C)C2=C(C=C(C(=O)O)C=C2)NC([2H])([2H])[2H])F